(S)-2-(8-chloro-2-(3-methyl-1H-indene-2-carbonyl)-2,3-dihydro-1H-pyrrolo[3,2,1-ij]quinazolin-7-carboxamido)-3-(3-(methylsulfonyl)phenyl)propionic acid ClC1=CC=2CN(CN3C2C(=C1C(=O)N[C@H](C(=O)O)CC1=CC(=CC=C1)S(=O)(=O)C)C=C3)C(=O)C=3CC1=CC=CC=C1C3C